N1C(=NC=C1)C1=CC=C(C(=N1)C([2H])([2H])[2H])N1CCN(CC1)CC1=CC(=NC=C1)NC(=O)NCC 1-(4-((4-(6-(1H-imidazol-2-yl)-2-(methyl-d3)pyridin-3-yl)piperazin-1-yl)methyl)pyridin-2-yl)-3-ethylurea